C1(=CC=CC2=CC=CC=C12)OCC(=O)NC1=CC=C(C(=O)N)C=C1 4-[(naphthalen-1-yloxy)acetamido]Benzamide